ClC1=CC=C2C=CN=C(C2=C1)O[C@@H]1CNCC1 (S)-7-Chloro-1-(pyrrolidin-3-yloxy)isoquinoline